N-((2S,3S)-4,4-difluoro-3-hydroxy-1-(hydroxyamino)-3-methyl-1-oxobutan-2-yl)-4-(5-oxohexa-1,3-diyn-1-yl)benzamide FC([C@@]([C@@H](C(=O)NO)NC(C1=CC=C(C=C1)C#CC#CC(C)=O)=O)(C)O)F